1-[5-(3-chloro-4-cyclopropyl-phenyl)-7-methyl-indan-1-yl]-4-methyl-piperidin-4-ol ClC=1C=C(C=CC1C1CC1)C=1C=C2CCC(C2=C(C1)C)N1CCC(CC1)(O)C